COC(=O)C=1N=C(C2=CC(=CC=C2C1O)OC=1SC=CC1)Cl 1-chloro-4-hydroxy-7-(thiophen-2-yloxy)isoquinoline-3-carboxylic acid methyl ester